tert-butyl (3-aminopropyl)aminoformate NCCCNC(=O)OC(C)(C)C